N(=[N+]=[N-])C\C=C(/CN1CCOCC1)\C1=CC=CC=C1 (Z)-4-(4-azido-2-phenylbut-2-en-1-yl)morpholine